ClCC1CCC(CC1)C1=NC=CC=N1 2-(4-(chloromethyl)cyclohexyl)pyrimidine